4,5,6,7-tetrahydropyrazolo[1,5-a]pyrazine N1=CC=C2N1CCNC2